6-(5-(2-(Dimethylamino)ethyl)-2,3-difluorophenethyl)-4-methylpyridin-2-amine hydrochloride Cl.CN(CCC=1C=C(C(=C(CCC2=CC(=CC(=N2)N)C)C1)F)F)C